but-3-enoic acid methyl ester COC(CC=C)=O